4-((5-cyclopropyl-3-(2-(trifluoromethoxy)phenyl)isoxazol-4-yl)methoxy)piperidine-1-carboxylic acid tert-butyl ester C(C)(C)(C)OC(=O)N1CCC(CC1)OCC=1C(=NOC1C1CC1)C1=C(C=CC=C1)OC(F)(F)F